N1N=CC(=C1)C(C)N 1-(1H-pyrazol-4-yl)ethylamine